methyl (S)-2-bromo-5-(4-(2-(4-(4-chlorophenyl)-2,3,9-trimethyl-6H-thieno[3,2-f][1,2,4]triazolo[4,3-a][1,4]diazepin-6-yl)acetyl)piperazin-1-yl)benzoate BrC1=C(C(=O)OC)C=C(C=C1)N1CCN(CC1)C(C[C@H]1C=2N(C3=C(C(=N1)C1=CC=C(C=C1)Cl)C(=C(S3)C)C)C(=NN2)C)=O